C(#N)C=1C(=NC(=NC1)NC=1C(=NN(C1)C)OC)N1C=C(C2=CC(=CC=C12)NC(C=C)=O)C N-[1-[5-cyano-2-[(3-methoxy-1-methyl-pyrazol-4-yl)amino]pyrimidin-4-yl]-3-methyl-indol-5-yl]prop-2-enamide